CN1C(C2=CC(=CC=C2C=C1)OC1CCNCC1)=O 2-methyl-7-(piperidin-4-yloxy)isoquinolin-1(2H)-one